C(C)(C)(C)OC(=O)NC1CC(C1)N[C@@H](COC1=NC(=NC(=C1)C1=C(C=CC=C1C)C)NS(=O)(=O)C=1C=C(C(=O)O)C=CC1)CC(C)C 3-[[4-[(2R)-2-[[3-(tert-butoxycarbonylamino)cyclobutyl]amino]-4-methyl-pentoxy]-6-(2,6-dimethylphenyl)pyrimidin-2-yl]sulfamoyl]benzoic acid